[Cl-].COC1=CC=C(C[NH2+]CC2=CC=C(C=C2)OC)C=C1 bis(4-meth-oxybenzyl)ammonium chloride